2-amino-5-(3-(2-(2-fluorophenyl)acetamido)propoxy)-4-methoxybenzoic acid methyl ester COC(C1=C(C=C(C(=C1)OCCCNC(CC1=C(C=CC=C1)F)=O)OC)N)=O